NC1=CC(NC=C1C)=O 4-Amino-5-methylpyridinone